(S)-1-amino-2-(1-(2-cyanoacetyl)pyrrolidin-2-yl)-4-(4-(pyridin-2-ylcarbamoyl)phenyl)-1H-imidazole-5-carboxamide NN1C(=NC(=C1C(=O)N)C1=CC=C(C=C1)C(NC1=NC=CC=C1)=O)[C@H]1N(CCC1)C(CC#N)=O